9H-Fluoren-9-ylmethyl-(3-oxopropyl)carbamate C1=CC=CC=2C3=CC=CC=C3C(C12)COC(NCCC=O)=O